CN(CCS(=O)(=O)CC1=CC=C(C=C1)NC=1N=CC2=C(N1)CN(CC2)C2=C(C1=C(OCCN1C(=O)OC(C)(C)C)N=C2)C)C tert-butyl 7-{2-[(4-{[2-(dimethylamino) ethanesulfonyl] methyl} phenyl) amino]-5H,6H,7H,8H-pyrido[3,4-d]pyrimidin-7-yl}-8-methyl-1H,2H,3H-pyrido[2,3-b][1,4]oxazine-1-carboxylate